OC1=CC=CC=C1C(=O)O (E)-6-hydroxy-benzoic acid